tert-butyl 6-chloro-1-(4-methoxy-4-oxobutyl)-1,3,4,9-tetrahydro-2H-pyrido[3,4-b]indole-2-carboxylate ClC=1C=C2C3=C(NC2=CC1)C(N(CC3)C(=O)OC(C)(C)C)CCCC(=O)OC